O=C(CC[C@@H](C(=O)OC(C)(C)C)NC(CCC=C)=O)SC1=CC=CC=C1 (S)-tert-Butyl 5-oxo-2-(pent-4-enamido)-5-(phenylthio)pentanoate